O=C1NC(CCC1N1C(C2=CC=CC(=C2C1=O)N1CCN(CC1)C(COCC(=O)O)=O)=O)=O 2-(2-(4-(2-(2,6-dioxopiperidin-3-yl)-1,3-dioxoisoindolin-4-yl)piperazin-1-yl)-2-oxoethoxy)acetic acid